N-((1S)-2-((4-(Cyclopropyl(4,4,4-trifluorobutanamido)methyl)pyridin-2-yl)amino)-1-(4,4-difluorocyclohexyl)-2-oxoethyl)-1-isopropyl-1H-imidazole-2-carboxamide C1(CC1)C(C1=CC(=NC=C1)NC([C@H](C1CCC(CC1)(F)F)NC(=O)C=1N(C=CN1)C(C)C)=O)NC(CCC(F)(F)F)=O